C(C)C1=CC(=CC=C1)C ethyl-3-methylbenzene